FC(C(=O)N1C[C@H](CCC1)NC(CC1=NC=C2C=CC(=NC2=C1)C1=NC(=CC=C1)N1C[C@@H](O[C@@H](C1)C)C)=O)F N-((S)-1-(2,2-difluoroacetyl)piperidin-3-yl)-2-(2-(6-((cis)-2,6-dimethylmorpholino)pyridin-2-yl)-1,6-naphthyridin-7-yl)acetamide